C1(CCCCCCCCCCCCCC1)C(=O)OCCCCCC(CCCCCOC(=O)C1CCCCCCCCCCCCCC1)OC(CCCN(C)C)=O 6-((4-(Dimethylamino)butanoyl)oxy)undecane-1,11-diyl dicyclopentadecanecarboxylate